(5S)-3-((2-((S)-amino((R)-3,3-difluorocyclohexyl)methyl)imidazo[1,2-b]pyridazin-6-yl)methyl)-5-(trifluoromethyl)piperidin-2-one N[C@H](C=1N=C2N(N=C(C=C2)CC2C(NC[C@H](C2)C(F)(F)F)=O)C1)[C@H]1CC(CCC1)(F)F